CC=1C=C(OC=2C=C(C=CC2)N)C=CC1 3-(3-methylphenoxy)benzenamine